(5S)-8,9-dichloro-7-(2,6-difluorophenyl)-2-[(E)-2-ethoxyvinyl]-5-methyl-5H-pyrimido[1,2-a][1,4]benzodiazepine-3-One ClC1=C(C=CC2=C1C(=N[C@H](C=1N2C=C(C(N1)=O)\C=C\OCC)C)C1=C(C=CC=C1F)F)Cl